C(CCCC)(=O)NN pentanoic acid hydrazide